(2S,4S)-N-{(1S)-1-cyano-2-[(3S)-2-oxopyrrolidin-3-yl]ethyl}-4-methyl-1-[N-(trifluoroacetyl)-L-valyl]piperidine-2-carboxamide C(#N)[C@H](C[C@H]1C(NCC1)=O)NC(=O)[C@H]1N(CC[C@@H](C1)C)C([C@@H](NC(C(F)(F)F)=O)C(C)C)=O